NC1=C(C(=NN1C(C)C)C1=C(C=C(C=C1)CC(=O)NC1=CC(=NO1)C12CC(C1)(C2)C)F)C(=O)N 5-Amino-3-[2-fluoro-4-[2-[[3-(3-methyl-1-bicyclo[1.1.1]pentanyl)isoxazol-5-yl]amino]-2-oxo-ethyl]phenyl]-1-isopropyl-pyrazole-4-carboxamide